OC1=C(C=CC(=C1)OCCCCCCCCCCCC)C1=NC(=NC(=N1)C1=C(C=C(C=C1)OCCCCCCCCCCCC)O)C1=C(C=C(C=C1)OCCCCCCCCCCCC)O 2,4,6-tris(2-hydroxy-4-dodecyloxyphenyl)-1,3,5-triazine